NC1=NC(N(C=C1F)[C@H]1C[C@@H]([C@@](S1)(C#N)CO)O)=O (2R,3S,5R)-5-(4-amino-5-fluoro-2-oxopyrimidin-1(2H)-yl)-3-hydroxy-2-(hydroxymethyl)tetrahydrothiophene-2-carbonitrile